4-methoxy-N'-[5-cyano-4-(1-methylindol-3-yl)pyrimidin-2-yl]-6-(4-methylpiperidin-1-yl)benzene-1,3-diamine COC1=C(C=C(C(=C1)N1CCC(CC1)C)N)NC1=NC=C(C(=N1)C1=CN(C2=CC=CC=C12)C)C#N